OC1=C(CN(C2=CC=CC=C12)C1=CC=CC=C1)C(C(F)(F)F)=O 4-hydroxy-1-phenyl-3-(trifluoroacetyl)quinolin